C1(=CC=C(C=C1)OC(C(C(C(=O)O)O)O)=O)C O'-p-toluyl-tartaric acid